COC1=C(C=CC=C1)C1=C(C(=O)NC=2SC(=NN2)OCC(=O)N2CCOCC2)C=CN=C1 3-(2-methoxyphenyl)-N-(5-(2-morpholino-2-oxoethoxy)-1,3,4-thiadiazol-2-yl)isonicotinamide